N[C@@H]1C2=CC=CC=C2CC12CCN(CC2)C=2N=CC(=NC2)SC2=C(C(=C(C(=O)N)C=C2)P(=O)(C)C)Cl (S)-4-((5-(1-amino-1,3-dihydrospiro[indene-2,4'-piperidin]-1'-yl)pyrazin-2-yl)thio)-3-chloro-2-(dimethylphosphoryl)benzamide